C(C)(C)(C)C1=CC=C(CN2N=C(N(C2=O)CC)CCCC=2C=C(C=CC2)C2=CC(=CC=C2)C(=O)O)C=C1 3'-(3-(1-(4-(tert-butyl)benzyl)-4-ethyl-5-oxo-4,5-dihydro-1H-1,2,4-triazol-3-yl)propyl)[1,1'-biphenyl]-3-carboxylic acid